NC1=CC=C(C=C1)C1=CN(C=2N=CN=C(C21)N)COCC[Si](C)(C)C 5-(4-aminophenyl)-7-((2-(trimethylsilyl)ethoxy)methyl)-7H-pyrrolo[2,3-d]pyrimidin-4-amine